3-(7-(Hydroxymethyl)-2,4-dimethylquinolin-3-yl)piperidine-2,6-dione OCC1=CC=C2C(=C(C(=NC2=C1)C)C1C(NC(CC1)=O)=O)C